3-(2,2-difluoropropyl)-2-hydroxy-2H-furan-5-one FC(CC=1C(OC(C1)=O)O)(C)F